N-((5-chloro-6-((isoxazol-3-ylamino)methyl)-1H-indol-2-yl)methyl)-1-methylcyclopropane-1-carboxamide ClC=1C=C2C=C(NC2=CC1CNC1=NOC=C1)CNC(=O)C1(CC1)C